p-toluenesulfonyl-2-pyrrolidone CC1=CC=C(C=C1)S(=O)(=O)N1C(CCC1)=O